NC1=C(C2=C(S1)CCC21CN(C1)C1=NC(=NC(=N1)N(C)C(C)C=1C(=NC=CC1)N)OC[C@H]1NC(CC1)=O)C#N 2-amino-1'-[4-[1-(2-amino-3-pyridyl)ethyl-methyl-amino]-6-[[(2S)-5-oxopyrrolidin-2-yl]methoxy]-1,3,5-triazin-2-yl]spiro[5,6-dihydrocyclopenta[b]thiophene-4,3'-azetidine]-3-carbonitrile